CC1=C2C=C(N(C2=CC=C1CN1CCC2(CN(C2)C2=NC=NC3=CC=C(C=C23)CC(F)(F)F)CC1)CC1CNC(C1)=O)C#N 4-Methyl-1-[(5-oxopyrrolidin-3-yl)methyl]-5-({2-[6-(2,2,2-trifluoroethyl)quinazolin-4-yl]-2,7-diazaspiro[3.5]non-7-yl}methyl)-1H-indole-2-carbonitrile